amino-5-methyl-2-pyridinecarboxamide NC=1C(=NC=C(C1)C)C(=O)N